N1=CCN2C1C(=CC=C2)OC2=C1CC(CC1=C(C=C2)S(=O)(=O)C(F)(F)F)(F)F 4-((3,8a-Dihydroimidazo[1,2-a]pyridin-8-yl)oxy)-2,2-difluoro-7-((trifluoromethyl)sulfonyl)-2,3-dihydro-1H-inden